2-fluoro-prop-2-en-1-one FC(C=O)=C